Cl.NC/C=C/CN1C(=NC2=C1C=CC(=C2)C(=O)N)NC(=O)C2=CC(=NN2CC)C (E)-1-(4-aminobut-2-en-1-yl)-2-(1-ethyl-3-methyl-1H-pyrazole-5-carboxamido)-1H-benzo[d]imidazole-5-carboxamide, Hydrochloride